F[C@H]1CN(CC[C@H]1NC1=C2C=C(N(C2=CC=C1)CC(F)(F)F)C1=NOC(=N1)CNC(=O)C=1N=C(SC1)N1CCCC1)C N-{[3-(4-{[(3S,4R)-3-fluoro-1-methylpiperidin-4-yl]amino}-1-(2,2,2-trifluoroethyl)-1H-indol-2-yl)-1,2,4-oxadiazol-5-yl]methyl}-2-(pyrrolidin-1-yl)-1,3-thiazole-4-carboxamide